C1CC12CN(CC2)CC=2C=C(C1=C(N=C(O1)C=1C=C(C=CC1)C1=C(C=C(C=C1)F)C1=NN=CN1C)C2)C(F)(F)F 5-((5-azaspiro[2.4]hept-5-yl)methyl)-2-(4'-fluoro-2'-(4-methyl-4H-1,2,4-triazol-3-yl)-[1,1'-biphenyl]-3-yl)-7-(trifluoromethyl)benzo[d]oxazole